2E-7-hydroxy-2-(4-hydroxyphenyl)chroman (3-phenylbicyclo[1.1.1]pentan-1-yl)methyl-4-methylbenzenesulfonate C1(=CC=CC=C1)C12CC(C1)(C2)COS(=O)(=O)C2=CC=C(C=C2)C.OC2=CC=C1CCC(OC1=C2)C2=CC=C(C=C2)O